C(C)(C)(C)OC(=O)N1CCC(CC1)C=1N=C2N(C=C(C(=C2)OC(C)C)C(NC2=NC(=CC=C2)C(F)(F)F)=O)C1 4-[7-Isopropoxy-6-[[6-(trifluoromethyl)-2-pyridinyl]carbamoyl]imidazo[1,2-a]pyridin-2-yl]piperidine-1-carboxylic acid tert-butyl ester